nickel-hydrate O.[Ni]